COC1=C(C=CC=C1)C1=C(C=CC=C1)CN(C=O)C1=C(C=CC=C1)C#CC=1C=CC(=NC1)C(=O)O 5-(2-{2-[N-({2'-methoxy-[1,1'-biphenyl]-2-yl}methyl)formamido]phenyl}-ethynyl)pyridine-2-carboxylic acid